(S)-4-(3-(3-(allyloxy)-2-((tert-butoxycarbonyl)amino)propoxy)propoxy)-3,5-dimethylbenzoic acid C(C=C)OC[C@H](COCCCOC1=C(C=C(C(=O)O)C=C1C)C)NC(=O)OC(C)(C)C